C(C)C(C(=O)[O-])(C)NCCCC ethylbutylaminopropionate